Tert-butyl (2R,6S)-4-(6-cyano-5-(dimethylcarbamoyl)pyridin-2-yl)-2,6-dimethylpiperazine-1-carboxylate C(#N)C1=C(C=CC(=N1)N1C[C@H](N([C@H](C1)C)C(=O)OC(C)(C)C)C)C(N(C)C)=O